dimethyl-benzofluorene CC1=C(C2=C(C=CC=3C=4C=CC=CC4CC23)C=C1)C